C1(CCCC1)CC(=O)NC1=C(C=C(C=C1C)N(CC1=CC=C(C=C1)C(F)(F)F)C)C 2-Cyclopentyl-N-{2,6-dimethyl-4-[methyl-(4-trifluoromethyl-benzyl)-amino]-phenyl}-acetamide